CN(C(OC(C)(C)C)=O)[C@@H](C)C=1C=NC(=CC1)N1N=CC(=C1)C tert-butyl (S)-methyl(1-(6-(4-methyl-1H-pyrazol-1-yl)pyridin-3-yl)ethyl)carbamate